COC=1C=C(C=CC1)C(C)(C)C1=CC=C2C(=CC(NC2=C1)(C)C)C 7-(2-(3-Methoxyphenyl)propan-2-yl)-2,2,4-trimethyl-1,2-dihydroquinoline